COC1=NC2=CC=CC=C2C(=C1)C1(CC1)N 1-(2-Methoxyquinolin-4-yl)cyclopropanamine